ClC1=C(C=C2C(C(=CN(C2=C1)C1CC1)C(=O)N[C@@H]1CC[C@H](CC1)NC(COC1=CC=C(C=C1)Cl)=O)=O)F trans-7-chloro-N-(4-(2-(4-chlorophenoxy)acetamido)cyclohexyl)-1-cyclopropyl-6-fluoro-4-oxo-1,4-dihydroquinoline-3-carboxamide